C(C)(C)(C)C1=C(C(=CC(=C1)C(C)(C)C)C1=C(C=CC=C1)C1=NC(=CC=C1)C=1N(C=CN1)C)O 3,5-di-tert-butyl-2'-(6-(1-methyl-1H-imidazol-2-yl)pyridin-2-yl)-[1,1'-biphenyl]-2-ol